2,5-di-methylentetrahydrofuran C=C1OC(CC1)=C